C1=CC=CC=2C3=CC=CC=C3C=NC12 10-azaphenanthrene